(2,10-diphenyl)anthracene C1(=CC=CC=C1)C1=CC2=CC3=CC=CC=C3C(=C2C=C1)C1=CC=CC=C1